(S)-3-(1H-benzo[d]imidazol-5-yl)-4-benzyloxazolidin-2-one N1C=NC2=C1C=CC(=C2)N2C(OC[C@@H]2CC2=CC=CC=C2)=O